2-methylene-5,5-dimethyl-1,3-dioxane C=C1OCC(CO1)(C)C